3-Methyl-1-(2-(pyridin-3-yl)ethyl)-1H-indazole-6-amine CC1=NN(C2=CC(=CC=C12)N)CCC=1C=NC=CC1